1,8-diamino-naphthalene NC1=CC=CC2=CC=CC(=C12)N